tert-butyl (3S)-3-((1-(6,7-difluoro-1-oxo-1,2-dihydroisoquinolin-4-yl)ethyl)(methyl)carbamoyl)-3,4-dihydroisoquinoline-2(1H)-carboxylate FC=1C=C2C(=CNC(C2=CC1F)=O)C(C)N(C(=O)[C@H]1N(CC2=CC=CC=C2C1)C(=O)OC(C)(C)C)C